FC1=CC2=C(NC(O2)=O)C=C1I 6-Fluoro-5-iodobenzo[d]oxazol-2(3H)-one